5-cyclopropyl-4-methylpyrimidin-2-amine C1(CC1)C=1C(=NC(=NC1)N)C